4-(2-hydroxyethyl)pyrazole-1-carboxylic acid tert-butyl ester C(C)(C)(C)OC(=O)N1N=CC(=C1)CCO